F[C@H]1CN(CC[C@H]1C=O)C(=O)OC(C)(C)C tert-butyl (3R,4S)-3-fluoro-4-formylpiperidine-1-carboxylate